COC1=C(C=2OC3=CC=C(C(=C3C(C2)=O)OC)OC)C=CC=C1 2',5,6-Trimethoxyflavone